NC[C@H]1NC([C@H](SCC1)C1=CC(=CC=C1)C1=C(C=C(C=C1)Cl)Cl)=O (2R,5S)-5-(aminomethyl)-2-[3-(2,4-dichlorophenyl)phenyl]-1,4-thiazepan-3-one